O[C@H](C)C1=NC=2C(C=3C(=NC2)N(NC3)S(=O)(=O)C3=CC=CC=C3)=N1 2-((R)-1-hydroxyethyl)-6-(phenylsulfonyl)imidazo[4,5-d]pyrazolo[3,4-b]pyridin